C1CCC2=C(C=3CCCC3C=C12)NC(=O)N=S(=O)(N)C1=C(N=C(S1)C(C)(C)O)C N'-((1,2,3,5,6,7-hexahydro-s-indacen-4-yl)carbamoyl)-2-(2-hydroxypropan-2-yl)-4-methylthiazole-5-sulfonimidamide